azetidin-3-ylmethyl (2-amino-5-(thiophen-2-yl)phenyl)carbamate NC1=C(C=C(C=C1)C=1SC=CC1)NC(OCC1CNC1)=O